methyl (2S,3R)-3-(2-bromo-4,6-difluorophenyl)-2-hydroxy-2-phenylbutanoate BrC1=C(C(=CC(=C1)F)F)[C@H]([C@@](C(=O)OC)(C1=CC=CC=C1)O)C